Cl.CC12CNCCC2(C1C)C Trans-1,6,7-trimethyl-3-azabicyclo[4.1.0]heptane hydrochloride